2,3,5-triphenyl-6-(4-(4,4,5,5-tetramethyl-1,3,2-dioxaborolan-2-yl)phenyl)pyrazine C1(=CC=CC=C1)C1=NC(=C(N=C1C1=CC=CC=C1)C1=CC=CC=C1)C1=CC=C(C=C1)B1OC(C(O1)(C)C)(C)C